tert-butyl (S)-2-((4-(6-(imidazo[1,5-a]pyridin-6-ylmethoxy) pyridin-2-yl) piperidin-1-yl) methyl)-1-(oxetan-2-ylmethyl)-1H-benzo[d]imidazole-6-carboxylate C=1N=CN2C1C=CC(=C2)COC2=CC=CC(=N2)C2CCN(CC2)CC2=NC1=C(N2C[C@H]2OCC2)C=C(C=C1)C(=O)OC(C)(C)C